O1CCC2=C1C=CC(=C2)C=O 2,3-dihydro-1-benzofuran-5-carbaldehyde